C(C=C)OC(C(C)C)=O.CC(C)(C)S(=O)N=CC1=C(C=CC=C1)N1CCOCC1 2-methyl-N-(2-morpholinylbenzylidene)propane-2-sulfinamide Prop-2-en-1-yl-2-methylpropionate